(4-Fluoropiperidin-1-yl)-N-(1-(methylsulfonyl)piperidin-4-yl)-7-(1H-pyrazol-4-yl)-[1,2,4]triazolo[1,5-a]pyridin-2-amine FC1CCN(CC1)C1=CC(=CC=2N1N=C(N2)NC2CCN(CC2)S(=O)(=O)C)C=2C=NNC2